ClC=1C=C(C=CC1C(C)C)NC(C(CCC)C)=O N-[3-chloro-4-(1-methylethyl)-phenyl]-2-methylpentanamide